(S)-8-bromo-N-(2-methoxybenzyl)-4-(2-methoxyethyl)-3-methyl-5-oxo-2,3,4,5-tetrahydrobenzofuro[2,3-f][1,4]oxazepine-3-carboxamide BrC1=CC2=C(C=C1)C1=C(C(N([C@@](CO1)(C(=O)NCC1=C(C=CC=C1)OC)C)CCOC)=O)O2